C1=CC=CC2=NC3=CC=CC=C3C(=C12)B(O)O 9-ACRIDINYL-BORONIC ACID